C(#N)C1=C(C=C(C=C1)N1CCC(CC1)NC(OC(C)(C)C)=O)C(F)(F)F tert-butyl (1-(4-cyano-3-(trifluoromethyl) phenyl)piperidin-4-yl)carbamate